(S)-(azetidin-2-ylmethyl)carbamic acid tert-butyl ester hydrochloride Cl.C(C)(C)(C)OC(NC[C@H]1NCC1)=O